(R)-1-(2-((3-(4-phenoxyphenyl)-1H-pyrazolo[3,4-d]pyrimidin-1-yl)methyl)pyrrolidin-1-yl)but-2-yn-1-one O(C1=CC=CC=C1)C1=CC=C(C=C1)C1=NN(C2=NC=NC=C21)C[C@@H]2N(CCC2)C(C#CC)=O